BrC1=CC=C(C=C1)[C@@]12[C@@H]([C@@H]([C@@](C3=NN(C=C3O1)C(C)C)(C2=O)O)C(=O)OC)C2=CC=CC=C2 |&1:7| rac-methyl (6S,7S,8R)-5-(4-bromophenyl)-8-hydroxy-2-isopropyl-9-oxo-6-phenyl-5,6,7,8-tetrahydro-2H-5,8-methanooxepino[3,2-c]pyrazole-7-carboxylate